N(=[N+]=[N-])C1=NC(=NC(=N1)OC)OC 2-azido-4,6-dimethoxy-1,3,5-triazine